1-{6-[4-amino-3-(trifluoromethyl)-1H-pyrazol-1-yl]-2-azaspiro[3.3]heptan-2-yl}-2-methylpropan-2-yl acetate C(C)(=O)OC(CN1CC2(C1)CC(C2)N2N=C(C(=C2)N)C(F)(F)F)(C)C